P(=O)(OC=1C(=NC=C(C1)\C=C\C1=CC=C(C=C1)F)C(C)C)(O)O (E)-5-(4-fluorostyryl)-2-isopropylpyridin-3-yl dihydrogen phosphate